ClC1=C(CN2N=NC(=C2)C2=CC=C(C=C2)NC(CN2C=NC=3N(C(N(C(C23)=O)C)=O)C)=O)C=CC=C1 N-{4-[1-(2-chlorobenzyl)-1H-[1,2,3]triazol-4-yl]-phenyl}-2-(1,3-dimethyl-2,6-dioxo-1,2,3,6-tetrahydropurin-7-yl)acetamide